CC1=CN=C(N1)N 5-methyl-2-aminoimidazole